tri(cresyl) phosphite P(OC1=CC=C(C=C1)C)(OC1=CC=C(C=C1)C)OC1=CC=C(C=C1)C